Dioxothian O=C1C(SCCC1)=O